3-(2-chloro-5-methylpyrimidin-4-yl)-N-(4-fluorobenzyl)imidazo[1,2-a]Pyridin-6-amine ClC1=NC=C(C(=N1)C1=CN=C2N1C=C(C=C2)NCC2=CC=C(C=C2)F)C